[Cl-].[Cl-].[Cl-].[Cl-].C12(CCC3=CC=CC=C13)CCC1=CC=CC=C12 spirobiindan tetrachloride